3-((2-chloro-6-(furan-3-yl)pyridin-4-yl)oxy)cyclobutan-1-ol ClC1=NC(=CC(=C1)OC1CC(C1)O)C1=COC=C1